(S)-2-(3-(2-(dimethylamino)ethyl)-4-methyl-6-oxopyridazin-1(6H)-yl)-4-methylpentanoic acid CN(CCC1=NN(C(C=C1C)=O)[C@H](C(=O)O)CC(C)C)C